FC(C1=CC(=NC=C1)S(=O)(=O)C1=CC=C(C=C1)CNC(=O)C=1C=NC=2N(C1)C=CN2)(F)F N-({4-[4-(trifluoromethyl)pyridine-2-sulfonyl]phenyl}methyl)imidazo[1,2-a]pyrimidine-6-carboxamide